Methyl 3-(6-(2-nitrophenyl)-2,6-diazaspiro[3.3]heptan-2-yl)-2-(1H-pyrrol-1-yl)benzoate [N+](=O)([O-])C1=C(C=CC=C1)N1CC2(CN(C2)C=2C(=C(C(=O)OC)C=CC2)N2C=CC=C2)C1